C(CCCCCCCCCCCCCCCCCCCCCCCCCCCCCC)(=O)OCCCCCCCCCCCCCCCCCC stearyl hentriacontanoate